rac-(R)-7-(sec-butoxy)-2-(1-(fluoromethyl)-2-oxabicyclo[2.1.1]hex-4-yl)imidazo[1,2-a]pyrimidine-6-carboxylic acid [C@@H](C)(CC)OC1=NC=2N(C=C1C(=O)O)C=C(N2)C21COC(C2)(C1)CF |r|